FC(C1CCC(CC1)C=O)F 4-(difluoromethyl)cyclohexane-1-carbaldehyde